CC1(OC(C(C(O1)=O)C(C(CNC(OC(C)(C)C)=O)C)=O)=O)C tert-butyl N-[3-(2,2-dimethyl-4,6-dioxo-1,3-dioxan-5-yl)-2-methyl-3-oxo-propyl]-carbamate